7-methyl-3-((1r,4r)-4-(2-(trifluoromethyl)phenyl)cyclohexyl)-1,8-naphthyridin-2(1H)-one CC1=CC=C2C=C(C(NC2=N1)=O)C1CCC(CC1)C1=C(C=CC=C1)C(F)(F)F